trishydroxysilane O[SiH](O)O